C(C)(C)(C)OC(C(COC1=CC=C(C=C1)Br)(C)ON)=O 2-(aminooxy)-3-(4-bromophenoxy)-2-methylpropanoic acid tert-butyl ester